(3,4-dimethylphenyl)boric acid CC=1C=C(C=CC1C)OB(O)O